COC(C1=CN=C(C=C1)NC(=S)NC)=O 6-(3-methylthioureido)nicotinic acid methyl ester